tert-butyl 4-[[4-[3-(2,6-dibenzyloxy-3-pyridyl)-1-methyl-indazol-6-yl]piperazin-1-yl]methyl]piperidine-1-carboxylate C(C1=CC=CC=C1)OC1=NC(=CC=C1C1=NN(C2=CC(=CC=C12)N1CCN(CC1)CC1CCN(CC1)C(=O)OC(C)(C)C)C)OCC1=CC=CC=C1